2-((14-cyclobutyltetradecyl)oxy)ethyl hydrogen ((((R)-1-(6-amino-9H-purin-9-yl)propan-2-yl)oxy)methyl)phosphonate NC1=C2N=CN(C2=NC=N1)C[C@@H](C)OCP(OCCOCCCCCCCCCCCCCCC1CCC1)(O)=O